ClC=1C(=NC2=CC=C(C=C2C1)C1=CC(=CC=C1)CO)N1CCN(CC1)C(=O)OC(C)(C)C tert-butyl 4-[3-chloro-6-[3-(hydroxymethyl)phenyl]-2-quinolyl]piperazine-1-carboxylate